C(C)=C1C2C=CC(C1=CC)C2 5,6-diethylidene-2-norbornene